C=1(C(=CC(=CC1)C(=O)OCC=C)C(=O)OCC=C)C(=O)OCC=C Triallyl benzene-1,2,4-tricarboxylate